C(C)(C)N1CCN(CC1)C=1N=NC=CC1 (4-isopropylpiperazin-1-yl)pyridazin